(4-(8-chloro-7-((2-methyl-1H-benzo[d]imidazol-6-yl)oxy)quinoxalin-2-yl)-1H-pyrazol-1-yl)-N,N-dimethylpiperidine-1-carboxamide ClC=1C(=CC=C2N=CC(=NC12)C=1C=NN(C1)C1N(CCCC1)C(=O)N(C)C)OC=1C=CC2=C(NC(=N2)C)C1